BrC1=CC=CC(=N1)NC(=O)[C@H]1NC[C@@](C1)(F)CN(C)C (2S,4R)-N-(6-Bromopyridin-2-yl)-4-((dimethylamino)methyl)-4-fluoropyrrolidine-2-carboxamide